2-{4-[(E)-3-(9-fluorononylamino)propenyl]phenyl}-3-(3-hydroxyphenyl)-4-methyl-2H-chromen-6-ol FCCCCCCCCCNC/C=C/C1=CC=C(C=C1)C1OC2=CC=C(C=C2C(=C1C1=CC(=CC=C1)O)C)O